ClC1=CC=C2C(=CNC2=C1N1N=CC=C1)S(=O)(=O)NC1=NC(=C(C(=N1)OC)OC(C(F)([2H])[2H])([2H])[2H])OC 6-chloro-N-[4,6-dimethoxy-5-(1,1,2,2-tetradeuterio-2-fluoro-ethoxy)pyrimidin-2-yl]-7-pyrazol-1-yl-1H-indole-3-sulfonamide